COC1=C(C=C(C(=C1)[N+](=O)[O-])OC)CCNCC1=C(C(=CC=C1)F)OC [2-(2,5-dimethoxy-4-nitrophenyl)ethyl][(3-fluoro-2-methoxyphenyl)methyl]amine